N-[2-[3-(4-Cyanophenyl)azetidin-1-yl]-2-oxo-ethyl]-N-(2,2-diphenylethyl)prop-2-ynamide C(#N)C1=CC=C(C=C1)C1CN(C1)C(CN(C(C#C)=O)CC(C1=CC=CC=C1)C1=CC=CC=C1)=O